C(C)(C)(C)N(C(O)=O)[C@H]1C[C@H](CCC1)N1C=NC2=C1C=CC=C2Br.BrC2=CC=CC=1N(C=NC12)[C@@H]1C[C@@H](CCC1)N (1R,3S)-3-(4-Bromo-1H-benzo[d]imidazol-1-yl)cyclohexan-1-amine tert-Butyl-((1R,3S)-3-(4-bromo-1H-benzo[d]imidazol-1-yl)cyclohexyl)carbamate